CC1(CC2CCC(C1)N2)NC(OC(C)(C)C)=O tert-Butyl N-(endo-3-methyl-8-azabicyclo[3.2.1]octan-3-yl)carbamate